tert-butyl N-[(3R)-7-(5-tert-butyl-1,3,4-oxadiazol-2-yl)-5-[(4-chlorophenyl)methyl]-8-methyl-1,1,4-trioxo-2,3-dihydro-1λ6,5-benzothiazepin-3-yl]carbamate C(C)(C)(C)C1=NN=C(O1)C=1C(=CC2=C(N(C([C@H](CS2(=O)=O)NC(OC(C)(C)C)=O)=O)CC2=CC=C(C=C2)Cl)C1)C